2-((4-((2-(4-Chloro-2-fluorophenyl)-2-methyl-1,3-dioxolan-4-yl)methyl)piperazin-1-yl)methyl)-1-(((S)-oxabutane-2-yl)methyl)-1H-benzo[d]imidazole-6-carboxylic acid methyl ester COC(=O)C=1C=CC2=C(N(C(=N2)CN2CCN(CC2)CC2OC(OC2)(C)C2=C(C=C(C=C2)Cl)F)C[C@@H](O)CC)C1